C(#N)C=1NC(=C(N1)C#N)C#N.[Na] sodium 2,4,5-tricyanoimidazole